C(C)(C)(C)OC(N[C@H]1CN(CCC1)C=1N(C(NC(C1)=O)=O)CCCN1C=NC=C1C)=O (R)-(1-(3-(3-(5-methyl-1H-imidazol-1-yl)propyl)-2,6-dioxo-1,2,3,6-tetrahydropyrimidin-4-yl)piperidin-3-yl)carbamic acid tert-butyl ester